CN(C=1C=CC2=C(C1)[Si]1(CCCCC1)C1=C(C23OC(C2=CC(=C(C=C23)C(=O)NCCN2C(C=CC2=O)=O)C)=O)C=CC(=C1)N(C)C)C 3',7'-bis(dimethylamino)-N-(2-(2,5-dioxo-2,5-dihydro-1H-pyrrol-1-yl)ethyl)-5-methyl-3-oxo-3H-dispiro[isobenzofuran-1,10'-dibenzo[b,e]siline-5',1''-silinane]-6-carboxamide